N,N'-bis(1,1-dimethylethyl)-3,4,9,10-perylenetetracarboxylic acid diimide CC(C)(C)N=C(O)C=1C=CC=2C3=CC=C(C=4C(=CC=C(C5=CC=C(C1C52)C(O)=NC(C)(C)C)C43)C(=O)O)C(=O)O